CC1=C2CN(C(C2=CC(=C1C)CC=1C=NC(=CC1)N1N=CC=C1)=O)C[C@H]1OCCC1 4,5-dimethyl-6-((6-(1H-pyrazol-1-yl)pyridin-3-yl)methyl)-2-((2S)-tetrahydrofuran-2-ylmethyl)isoindolin-1-one